2,6-diisopropyl-4-hydroxybenzenesulfonate C(C)(C)C1=C(C(=CC(=C1)O)C(C)C)S(=O)(=O)[O-]